N(=[N+]=[N-])CCCCOC=1C=CC2=C(CN(S(O2)(=O)=O)CC=2C=C(C=CC2C)C(CC(=O)OC)NC(=O)OC(C)(C)C)C1 methyl 3-(3-{[6-(4-azidobutoxy)-2,2-dioxo-2H-1,2λ6,3-benzoxathiazin-3(4H)-yl]methyl}-4-methylphenyl)-3-[(tert-butoxycarbonyl)amino]propanoate